FC(CNC(=O)C=1C=NN2C1C=C(C=C2)C2=CNC1=NC=C(C=C12)C(=O)NC=1C=NN(C1)C1CCN(CC1)C)F 3-(3-((2,2-difluoroethyl)carbamoyl)pyrazolo[1,5-a]pyridin-5-yl)-N-(1-(1-methylpiperidin-4-yl)-1H-pyrazol-4-yl)-1H-pyrrolo[2,3-b]pyridine-5-carboxamide